C(CCC)C=1OC(=CC1CCCC)CCCC 2,3,5-tri-n-butylfuran